2-[({(cis)-2-[2-(4-Heptylphenyl)ethyl]cyclopropyl}carbonyl) (4-methoxybenzyl)amino]ethyl dihydrogen phosphate ammonium salt [NH4+].P(=O)(OCCN(CC1=CC=C(C=C1)OC)C(=O)[C@H]1[C@H](C1)CCC1=CC=C(C=C1)CCCCCCC)(O)O